ClC1=CC(N(S1)CCC1=CC=CC=C1)=O 5-chloro-2-(2-phenylethyl)-3-isothiazolone